(R)-4-(3,5-dimethylisoxazol-4-yl)-N-(3-methyl-1H-pyrazol-5-yl)-6-(3-methylmorpholino)pyridin-2-amine CC1=NOC(=C1C1=CC(=NC(=C1)N1[C@@H](COCC1)C)NC1=CC(=NN1)C)C